tert-butyl 3,5-bis(3-(3-(dimethylamino)propyl)ureido)benzoate CN(CCCNC(NC=1C=C(C(=O)OC(C)(C)C)C=C(C1)NC(=O)NCCCN(C)C)=O)C